N(=C=O)CC1CCCCC1 isocyanatomethylcyclohexane